COC1=CC=C(C=C1)C#CC1([Se]CCCC1)C ((4-methoxyphenyl)ethynyl)(methyl)selenane